BrC=1C=NC=C2C(=C(N(CC12)S(=O)(=O)C1=CC=C(C)C=C1)C(=O)OC)O Methyl 8-bromo-4-hydroxy-2-tosyl-1,2-dihydro-2,6-naphthyridine-3-carboxylate